2-(4-(4-(5-fluoroisoindoline-2-carboxamido)phenyl)piperidin-1-yl)-2-oxoacetic acid FC=1C=C2CN(CC2=CC1)C(=O)NC1=CC=C(C=C1)C1CCN(CC1)C(C(=O)O)=O